(3R,4R)-N-[(2,4-difluorophenyl)methyl]-1,3-dimethylpiperidin-4-amine FC1=C(C=CC(=C1)F)CN[C@H]1[C@@H](CN(CC1)C)C